ClC1=C(C=CC(=C1)OCC=1C(=NOC1C1CC1)C1=C(C=C(C=C1)F)F)C1(CN(C1)C=1C=C(C(=O)O)C=CN1)O 2-(3-(2-chloro-4-((5-cyclopropyl-3-(2,4-difluorophenyl)isoxazol-4-yl)methoxy)phenyl)-3-hydroxyazetidin-1-yl)isonicotinic acid